ClC1=CC=C(C=C1)C=1N=C2N(C=CC=N2)C1CN1CC2CCC(C1)N2C(=O)C=2N=C(OC2C)C (3-{[2-(4-chlorophenyl)imidazo[1,2-a]pyrimidin-3-yl]methyl}-3,8-diazabicyclo[3.2.1]oct-8-yl)(2,5-dimethyl-1,3-oxazol-4-yl)methanone